COC1=CC=2N(C(C(=C(N2)C(F)(F)F)C=2C=NN(C2)CCC)=O)C=C1 8-methoxy-3-(1-propyl-1H-pyrazol-4-yl)-2-(trifluoromethyl)-4H-pyrido[1,2-a]pyrimidin-4-one